N1=C2C(=CC=C1)CCC2 (RS)-6,7-dihydro-5H-cyclopenta[b]pyridine